Phenyl-bis(2,4,6-trimethylbenzoyl)phosphine oxide C1(=CC=CC=C1)P(C(C1=C(C=C(C=C1C)C)C)=O)(C(C1=C(C=C(C=C1C)C)C)=O)=O